FC1(C(C(C2=C(C(=CC=C12)OC1=C(C#N)C=CC=C1)C)=O)(F)F)F ((1,1,2,2-tetrafluoro-4-methyl-3-oxo-2,3-dihydro-1H-inden-5-yl)oxy)benzonitrile